S1N=C(C2=C1C=CC=C2)N2CCN(CC2)CCCCN2C(N1C(CC2=O)CCCC1)=O 2-[4-(4-Benzo[d]isothiazol-3-yl-piperazin-1-yl)-butyl]-hexahydro-pyrido[1,2-c]pyrimidine-1,3-dione